Aluminium phosphat Phosphat P(=O)([O-])([O-])[O-].P(=O)(O)(O)O.[Al+3]